[Li+].[S-2].[Li+] lithium sulfide, lithium salt